methyl 5,7-dichloro-1-oxo-1,2,3,4-tetrahydroisoquinoline-6-carboxylate ClC1=C2CCNC(C2=CC(=C1C(=O)OC)Cl)=O